2-(2-chlorophenyl)-7-(2-fluoro-4-(1H-imidazol-1-yl)pyridin-3-yl)-5,7-diazaspiro[3.4]octane-6,8-dione ClC1=C(C=CC=C1)C1CC2(C1)NC(N(C2=O)C=2C(=NC=CC2N2C=NC=C2)F)=O